3-((benzyloxy)methyl)-1-(5-bromopyridin-3-yl)cyclobutane-1-carbonitrile C(C1=CC=CC=C1)OCC1CC(C1)(C#N)C=1C=NC=C(C1)Br